propane-1,1-dithiol C(CC)(S)S